3-(acetamidocarbamoyl)-4-(benzylamino)-N-methyl-benzenesulfonamide C(C)(=O)NNC(=O)C=1C=C(C=CC1NCC1=CC=CC=C1)S(=O)(=O)NC